4-(4-amino-7-(1,1,1-trifluoropropan-2-yl)-7H-pyrrolo[2,3-d]pyrimidin-5-yl)benzene NC=1C2=C(N=CN1)N(C=C2C2=CC=CC=C2)C(C(F)(F)F)C